N1(CCC1)CC1=C(C(=CC=C1)C(C)C)N1C(N=C(C2=C1N=C(C(=C2)Cl)C2=C(C=CC=C2)F)N2[C@H](CN([C@@H](C2)C)C(C=C)=O)C)=O 1-[2-(azetidin-1-ylmethyl)-6-isopropyl-phenyl]-6-chloro-4-[(2S,5R)-2,5-dimethyl-4-prop-2-enoyl-piperazin-1-yl]-7-(2-fluoro-phenyl)pyrido[2,3-d]pyrimidin-2-one